O=C1NC(CCC1N1C(C2=CC=CC(=C2C1)C#CCCNC(OC(C)(C)C)=O)=O)=O tert-butyl N-{4-[2-(2,6-dioxopiperidin-3-yl)-1-oxo-3H-isoindol-4-yl]but-3-yn-1-yl}carbamate